N-{3-[(1S)-1-(4-acetylpiperazinyl)ethyl]phenyl}[(6-methyl(3-pyridyl))amino]carboxamide C(C)(=O)N1CCN(CC1)[C@@H](C)C=1C=C(C=CC1)NC(=O)NC=1C=NC(=CC1)C